ClC1=C(C=CC=C1)NC(OCC1=CC=CC=C1)=O benzyl 2-chlorophenylcarbamate